COC(C1=CC(=NC=C1)C1=CC=C(C=C1)C1=CC=CC=C1)=O 2-([1,1'-biphenyl]-4-yl)isonicotinic acid methyl ester